N[C@H](C=1N=C2N(N=CC(=C2)CO)C1)C1CCC(CC1)C (2-((S)-amino((1r,4S)-4-methylcyclohexyl)methyl)imidazo[1,2-b]pyridazin-7-yl)methanol